C(CCCCCCC)[SiH](C1=CC=CC=C1)CCC1=CC=CC=C1 n-octylphenethylphenylsilane